2-(2-bromo-4-nitro-1H-pyrrol-1-yl)acetamide BrC=1N(C=C(C1)[N+](=O)[O-])CC(=O)N